CC1=CC=CC=2N(C(N(C21)C=2C=NC(=C(C2)C)C2=C1C(=CN=C2)N(N=C1C)C1OCCCC1)=O)CC(=O)NCC(F)(F)F 2-[4-methyl-3-[5-methyl-6-(3-methyl-1-tetrahydropyran-2-yl-pyrazolo[3,4-c]pyridin-4-yl)-3-pyridyl]-2-oxo-benzimidazol-1-yl]-N-(2,2,2-trifluoroethyl)acetamide